C(CC)C(C(=O)O)CCCCCC\C=C/CCCCCCCC.C(CCCCCCC\C=C/CCCCCCCC)(=O)OCCC propyl oleate (n-Propyl oleate)